ClC1=CC=C(CN2N=CC(N(C2=O)CC2=CC=C(C=C2)Cl)=O)C=C1 2,N4-bis(4-chlorobenzyl)-1,2,4-triazine-3,5(2H,4H)-dione